C(C)N(C(C)C)CC=1C(=CC(=C(C(=O)OC)C1)C)C1=CC(=NC=C1F)OC methyl 5-((ethyl(isopropyl)amino)methyl)-4-(5-fluoro-2-methoxypyridin-4-yl)-2-methylbenzoate